quinolin-8-yl (4-cyanophenyl){3-[(4-methylpiperazin-1-yl)methyl]phenyl}borinate C(#N)C1=CC=C(C=C1)B(OC=1C=CC=C2C=CC=NC12)C1=CC(=CC=C1)CN1CCN(CC1)C